N-((3S,4S)-1-(imidazo[1,5-a]pyridine-8-carbonyl)-4-phenylpiperidin-3-yl)-4-sulfamoyl-1H-indole-2-carboxamide C=1N=CN2C1C(=CC=C2)C(=O)N2C[C@H]([C@@H](CC2)C2=CC=CC=C2)NC(=O)C=2NC1=CC=CC(=C1C2)S(N)(=O)=O